[Si](C)(C)(C(C)(C)C)OCC1=NNC=C1C 3-(((tert-butyldimethylsilyl)oxy)methyl)-4-methyl-1H-pyrazole